(4-((4-methoxyphenyl)thio)-7-methyl-7H-pyrrolo[2,3-d]pyrimidin-6-yl)diphenylphosphine oxide COC1=CC=C(C=C1)SC=1C2=C(N=CN1)N(C(=C2)P(C2=CC=CC=C2)(C2=CC=CC=C2)=O)C